ClC1=C(N=C(N(C1=O)C1=CC(=NC=C1C)N1C(C(=CC=C1)C(C)(C)O)=O)C)OCC1=NC=C(C=C1F)F 4'-{5-chloro-4-[(3,5-difluoropyridin-2-yl)methoxy]-2-methyl-6-oxopyrimidin-1-yl}-3-(2-hydroxyprop-2-yl)-5'-methyl-[1,2'-bipyridin]-2-one